ClC=1C=C2C(=C3C1NC(NC31CCCCC1)=O)OC(=N2)CN2CC(CC2)N(C)C 5-chloro-2-{[3-(dimethylamino)pyrrolidin-1-yl]methyl}-7,8-dihydro-6H-spiro[[1,3]oxazolo[5,4-f]quinazoline-9,1'-cyclohexan]-7-one